COC(CN(CCC(C(=O)O)NC1=NC=NC2=CC=CC=C12)CCCCC1=NC=2NCCCC2C=C1)C 4-((2-methoxypropyl)(4-(5,6,7,8-tetrahydro-1,8-naphthyridin-2-yl)butyl)amino)-2-(quinazolin-4-ylamino)butanoic acid